FC(OC=1C=C(C=CC1)CC(=O)O)F 2-(3-(difluoromethoxy)phenyl)acetic acid